12-ethyl-8-(3-fluorobenzyl)-4-oxa-8,12-diazadispiro[2.1.5.3]tridecan-13-one C(C)N1CC2(OC3(CC3)C1=O)CCN(CC2)CC2=CC(=CC=C2)F